C(C)OC(C(C#N)C#N)=O 2,2-dicyanoacetic acid ethyl ester